3-(4-iodophenyl)prop-2-yn-1-amine hydrochloride Cl.IC1=CC=C(C=C1)C#CCN